C(C1=CC=CC=C1)OCCOCCS(=O)(=O)Cl 2-(2-benzyloxyethoxy)ethanesulfonyl chloride